NC1=NC=NN2C1=CC=C2[C@@]2(O[C@]([C@]([C@@]2([Si](C)(C)C(C)(C)C)CO)([Si](C)(C)C(C)(C)C)O)([Si](C)(C)C(C)(C)C)O)C#N (2R,3R,4S,5R)-2-(4-amino-pyrrolo[2,1-f]-[1,2,4]-triazin-7-yl)-3,4-bis(tert-butyl-dimethylsilyl)-dihydroxy-5-(tert-butyl-dimethylsilyl)-hydroxymethyl-tetrahydro-furan-2-carbonitrile